O=C(CC(=O)OCC)COCCCCCCCCCC=C ethyl 3-oxo-4-undec-10-enoxy-butyrate